NC=1C=C(C=NC1)C1=CC=CC=2N(C(NC21)=O)C2CCN(CC2)C(=O)NC2=CC(=C(C=C2)OC)Cl 4-[4-(5-Aminopyridin-3-yl)-2-oxo-2,3-dihydro-1H-1,3-benzodiazol-1-yl]-N-(3-chloro-4-methoxyphenyl)piperidine-1-carboxamide